laurylmalic amide C(CCCCCCCCCCC)C(C(=O)N)(O)CC(=O)O